[4-amino-2-(3,3-difluoropyrrolidin-1-yl)phenyl]-(1,1-dioxo-1,4-thiazinan-4-yl)methanone NC1=CC(=C(C=C1)C(=O)N1CCS(CC1)(=O)=O)N1CC(CC1)(F)F